2-(5-(tert-butyl)isoxazol-3-yl)-2-(methylamino)acetamide hydrochloride Cl.C(C)(C)(C)C1=CC(=NO1)C(C(=O)N)NC